CNC(=S)NCCSCCCCCCCCC 1-methyl-3-(2-(nonylthio)ethyl)thiourea